4-[(2S)-2-(3-{8-chloro-3-methylimidazo[1,5-a]pyridin-6-yl}azetidin-1-yl)-3-methylbutyl]-thiomorpholine-1,1-dione ClC=1C=2N(C=C(C1)C1CN(C1)[C@H](CN1CCS(CC1)(=O)=O)C(C)C)C(=NC2)C